C(C)(C)(C)OC(=O)N1C[C@@H](N(CC1)C=1C2=C(N=CN1)N(C=C2C2=NC=CC=C2)C2=CC(=CC=C2)Cl)C (S)-4-(7-(3-chlorophenyl)-5-(pyridin-2-yl)-7H-pyrrolo[2,3-d]pyrimidin-4-yl)-3-methylpiperazine-1-carboxylic acid tert-butyl ester